(2-((2R,5S)-2-(4-aminophenyl)-5-methylpiperidin-1-yl)-2-oxoacetamido)nicotinamide NC1=CC=C(C=C1)[C@@H]1N(C[C@H](CC1)C)C(C(=O)NC1=C(C(=O)N)C=CC=N1)=O